BrC(C(C)O)(C(C)O)[N+](=O)[O-] 3-bromo-3-nitropentane-2,4-diol